2,6-dimethoxy-4-(2-butyl-1-oxo-1,2-dihydro-2,7-naphthyridin-4-yl)benzaldehyde COC1=C(C=O)C(=CC(=C1)C1=CN(C(C2=CN=CC=C12)=O)CCCC)OC